1,5-dimethyl-1H-Pyrazole-4-boronic acid pinacol ester CN1N=CC(=C1C)B1OC(C)(C)C(C)(C)O1